ClC1=NN=C2N1C(=C(C=C2)Cl)CC=O 2-(3,6-dichloro-[1,2,4]triazolo[4,3-a]pyridin-5-yl)ethanone